3,3'-oxybis(1,5-bis(2-(bicyclo[2.2.1]hept-5-en-2-yl)ethyl)-3-cyclohexyl-1,1,5,5-tetramethyltrisiloxane) O([Si](O[Si](CCC1C2C=CC(C1)C2)(C)C)(O[Si](CCC2C1C=CC(C2)C1)(C)C)C1CCCCC1)[Si](O[Si](C)(C)CCC1C2C=CC(C1)C2)(O[Si](C)(C)CCC2C1C=CC(C2)C1)C1CCCCC1